NC1=NC2=CC(=CC=C2C=C1C(F)(F)F)C[C@@H]1CC[C@]2([C@@H]1OC([C@@H]2O)O)O (3R,3aS,6S,6aR)-6-((2-amino-3-(trifluoromethyl)quinolin-7-yl)methyl)hexahydro-3aH-cyclopenta[b]furan-2,3,3a-triol